N-(3-carbamoyl-4-fluoro-phenyl)-5-fluoro-2-[2-methoxy-4-(trifluoromethoxy)phenoxy]-4-(trifluoromethyl)benzamide C(N)(=O)C=1C=C(C=CC1F)NC(C1=C(C=C(C(=C1)F)C(F)(F)F)OC1=C(C=C(C=C1)OC(F)(F)F)OC)=O